rel-(R*)-6-((S)-1-((5-chloro-4-(1-(2-fluorobenzyl)-4-oxo-1,4-dihydro-5H-pyrazolo[4,3-c]pyridin-5-yl)pyridin-2-yl)amino)ethyl)-4-(4-methoxybenzyl)morpholin-3-one ClC=1C(=CC(=NC1)N[C@@H](C)[C@@H]1OCC(N(C1)CC1=CC=C(C=C1)OC)=O)N1C(C2=C(C=C1)N(N=C2)CC2=C(C=CC=C2)F)=O |o1:10|